(Z)-6'-(difluoromethyl)-N'-hydroxy-4-methyl-[3,4'-bipyridine]-2'-carboxamidine FC(C1=CC(=CC(=N1)/C(=N/O)/N)C=1C=NC=CC1C)F